IC1=CC(=C(C(=O)NC2=NC(=NC(=C2)C)N2C[C@H](OCC2)C)C=C1)N1CCC2(CC2)CC1 (R)-4-iodo-N-(6-methyl-2-(2-methylmorpholino)pyrimidin-4-yl)-2-(6-azaspiro[2.5]oct-6-yl)benzamide